Dimethylphenylsulfonium hexafluoro-phosphat F[P-](F)(F)(F)(F)F.C[S+](C1=CC=CC=C1)C